NC1=NC(=CC(=N1)N1CCC2(C[C@H](NC2)C(=O)O)CC1)O[C@@H](C(F)(F)F)C1=CC=C(C=C1)C=1C=C2C(=CN(C2=CC1)C)C (S)-8-(2-amino-6-((R)-1-(4-(1,3-dimethyl-1H-indol-5-yl)phenyl)-2,2,2-trifluoroethoxy)pyrimidin-4-yl)-2,8-diazaspiro[4.5]decane-3-carboxylic acid